BrC=1C=C(C(=C(C(=O)OC)C1)C)NC1CCOCC1 methyl 5-bromo-2-methyl-3-(oxan-4-ylamino)benzoate